6-methyl-5-(pyrazolo[1,5-a]pyridin-6-yl)-2,3-dihydro-1H-inden-4-amine CC=1C(=C(C=2CCCC2C1)N)C=1C=CC=2N(C1)N=CC2